O=C1N(C(C2=CC=CC=C12)=O)CCC[C@@]1(CCC=2N(C3=CC=CC=C3C2C1=O)S(=O)(=O)C)C#N (R)-3-(3-(1,3-dioxoisoindol-2-yl)propyl)-9-(methylsulfonyl)-4-oxo-2,3,4,9-tetrahydro-1H-carbazole-3-carbonitrile